(E)-9-octadecene CCCCCCCC\C=C\CCCCCCCC